2-(7-bromo-2,3-dihydrobenzofuran-5-yl)-N4,N4,6-trimethyl-pyrimidine-2,4-diamine BrC1=CC(=CC=2CCOC21)C2(NC(=CC(=N2)N(C)C)C)N